4-chloro-2-(9-phenyl-9H-carbazol-2-yl)benzofuro[2,3-d]Pyrimidine ClC=1C2=C(N=C(N1)C1=CC=3N(C4=CC=CC=C4C3C=C1)C1=CC=CC=C1)OC1=C2C=CC=C1